α-acryloyloxy-β,α-dimethyl-γ-butyrolactone C(C=C)(=O)OC1(C(=O)OCC1C)C